C[Si](CCOCN1C2=C(C=C1C(=O)OC)SC=C2)(C)C methyl 4-((2-(trimethylsilyl)ethoxy)methyl)-4H-thieno[3,2-b]pyrrole-5-carboxylate